1-(1-cyclohexylpiperidin-4-yl)-N-((5-(5-(difluoromethyl)-1,3,4-oxadiazol-2-yl)pyridin-2-yl)methyl)-3-fluoro-N-(3-fluorophenyl)azetidine-3-carboxamide C1(CCCCC1)N1CCC(CC1)N1CC(C1)(C(=O)N(C1=CC(=CC=C1)F)CC1=NC=C(C=C1)C=1OC(=NN1)C(F)F)F